NC1=CC=CC=2C3=CC=CC(=C3NC12)N 1,8-diaminocarbazole